(3,5-di-t-butyl-4-hydroxyphenyl)propanoic acid C(C)(C)(C)C=1C=C(C=C(C1O)C(C)(C)C)C(C(=O)O)C